BrC=1C(=NC(=NC1NN)N)C1=CC=C(C=C1)F 5-bromo-4-(4-fluorophenyl)-6-hydrazinopyrimidin-2-amine